di-tert-butyl 1,1'-(1,2-bis(1H-benzo[d][1,2,3]triazol-1-yl)ethane-1,2-diyl)bis(pyrrolidine-3-carboxylate) N1(N=NC2=C1C=CC=C2)C(C(N2N=NC1=C2C=CC=C1)N1CC(CC1)C(=O)OC(C)(C)C)N1CC(CC1)C(=O)OC(C)(C)C